(2s,3s,4r,5r)-5-(2-(5-chloropyridin-3-yl)-6-(2,5-dichlorobenzylamino)-9H-purin-9-yl)-3,4-dihydroxy-N-(methyl-d3)-tetrahydrofuran-2-carboxamide ClC=1C=C(C=NC1)C1=NC(=C2N=CN(C2=N1)[C@H]1[C@@H]([C@@H]([C@H](O1)C(=O)NC([2H])([2H])[2H])O)O)NCC1=C(C=CC(=C1)Cl)Cl